FC(C1(CCC1)C1=CC(=C2C=NC(=NN21)N[C@H]2[C@@H](COCC2)O)F)F (3S,4R)-4-((7-(1-(difluoromethyl)cyclobutyl)-5-fluoropyrrolo[2,1-f][1,2,4]triazin-2-yl)amino)tetrahydro-2H-pyran-3-ol